4-[5-chloranyl-2-[2-(2'-methyl-4'-oxidanylidene-spiro[1,3-dioxolane-2,6'-7,8-dihydro-5H-quinazoline]-3'-yl) ethoxy]phenyl]-2-methyl-pyrrolo[1,2-b]pyridazine-7-carboxylate ClC=1C=CC(=C(C1)C=1C=2N(N=C(C1)C)C(=CC2)C(=O)[O-])OCCN2C(=NC=1CCC3(CC1C2=O)OCCO3)C